ClC=1C(=C2C(=NC1)N=C(N2)C(=O)N2[C@@H](C=1C=CC=NC1[C@H](C2)OC)C)C (6-chloro-7-methyl-1H-imidazo[4,5-b]pyridin-2-yl)((5R,8S)-8-methoxy-5-methyl-7,8-dihydro-1,6-naphthyridin-6(5H)-yl)methanone